[Ni].[Bi] Bismuth-nickel